S(=O)(=O)=O.[S] Sulphur sulphur trioxide